7,8-Difluoro-5-(piperazin-1-yl)-2,3-dihydro-1,4-benzodioxine FC=1C=C(C2=C(OCCO2)C1F)N1CCNCC1